FC=1C=C(OCCN(CC[C@@H](C(=O)O)NC2=NC(=NC3=CC=CC=C23)C=2C=NC=CC2)CCCCC2=NC=3NCCCC3C=C2)C=C(C1)F (S)-4-((2-(3,5-difluorophenoxy)ethyl)(4-(5,6,7,8-tetrahydro-1,8-naphthyridin-2-yl)butyl)amino)-2-((2-(pyridin-3-yl)quinazolin-4-yl)amino)butanoic acid